FC1CCN(CC1)C(=O)N1CC2=C(C=C(C=C2CC1)C=1N=C2C(=NC1)NC=C2C)[C@H]2NCCOC2 (R)-(4-fluoropiperidin-1-yl)(6-(7-methyl-5H-pyrrolo[2,3-b]pyrazin-2-yl)-8-(morpholin-3-yl)-3,4-dihydroisoquinolin-2(1H)-yl)methanone